Dicyclopentyl ((E)-3-(4-hydroxy-3-methoxyphenyl)acryloyl)glycyl-L-valyl-D-glutamate OC1=C(C=C(C=C1)/C=C/C(=O)NCC(=O)N[C@@H](C(C)C)C(=O)N[C@H](CCC(=O)OC1CCCC1)C(=O)OC1CCCC1)OC